N1CCC(CC1)COC1=C(C=C(CN2CC3=CC=CC=C3C2)C=C1)S(=O)(=O)N1CCCC1 2-(4-(piperidin-4-ylmethoxy)-3-(pyrrolidin-1-ylsulfonyl)benzyl)isoindoline